N-((1S,2R)-2-(6-fluoro-2,3-dimethylphenyl)-1-(5-oxo-4,5-dihydro-1,3,4-oxadiazol-2-yl)propyl)-2,3-dioxo-1,2,3,4-tetrahydroquinoxaline-6-sulfonamide FC1=CC=C(C(=C1[C@H]([C@@H](C=1OC(NN1)=O)NS(=O)(=O)C=1C=C2NC(C(NC2=CC1)=O)=O)C)C)C